ethyl 3-[(2-bromopyridin-4-yl)oxy]-2-acetamidopropanoate BrC1=NC=CC(=C1)OCC(C(=O)OCC)NC(C)=O